ClC1=CC=C(C=C1)N1N=C(N=C1)N 1-(4-chlorophenyl)-1H-1,2,4-triazol-3-amine